[(2R,3S,5R)-5-(2-amino-6-oxo-1H-purin-9-yl)-3-hydroxyoxolan-2-yl]methyl [(2R,3S,5R)-5-(4-amino-2-oxo-1,3,5-triazin-1-yl)-2-(hydroxymethyl)oxolan-3-yl] hydrogen phosphate P(=O)(OC[C@H]1O[C@H](C[C@@H]1O)N1C=2N=C(NC(C2N=C1)=O)N)(O[C@@H]1[C@H](O[C@H](C1)N1C(N=C(N=C1)N)=O)CO)O